2-((3-(difluoromethyl)piperidin-1-yl)methyl)-6-(3-((1s,3s)-3-methoxy-1-(4-methyl-4H-1,2,4-triazol-3-yl)cyclobutyl)phenyl)-4-(trifluoromethyl)-1,6-dihydro-7H-pyrrolo[2,3-c]pyridin-7-one FC(C1CN(CCC1)CC1=CC2=C(C(N(C=C2C(F)(F)F)C2=CC(=CC=C2)C2(CC(C2)OC)C2=NN=CN2C)=O)N1)F